(S)-10-((4-chloro-2-oxopyridin-1(2H)-yl)methyl)-7-azaspiro[4.5]Decane-7-carboxylic acid tert-butyl ester C(C)(C)(C)OC(=O)N1CC2(CCCC2)[C@H](CC1)CN1C(C=C(C=C1)Cl)=O